CCCCCCCCCCCCCCCCOC[C@H](COP(=O)([O-])[O-])OC(=O)CCC/C=C\\C/C=C\\C/C=C\\C/C=C\\CCCCC The molecule is a 1-alkyl-2-acyl-sn-glycero-3-phosphate(2-) obtained by deprotonation of the phosphate OH groups of 1-palmityl-2-arachidonoyl-sn-glycero-3-phosphate; major species at pH 7.3. It is a conjugate base of a 1-palmityl-2-arachidonoyl-sn-glycero-3-phosphate.